4-(4-Methylpiperazin-1-yl)-N-((3-phenyl-1H-pyrazol-4-yl)methyl)benzamide CN1CCN(CC1)C1=CC=C(C(=O)NCC=2C(=NNC2)C2=CC=CC=C2)C=C1